ClC1=C(C=CC=C1OC)C(=O)N1C[C@H]2CO[C@@](CN2CC1)(C1=CC=C(C=C1)C(F)(F)F)O (2-chloro-3-methoxyphenyl)((3R,9aS)-3-hydroxy-3-(4-(trifluoromethyl)phenyl)hexahydropyrazino[2,1-c][1,4]oxazin-8(1H)-yl)methanone